CN1C(OC2=C1C=C(C=C2)CC(=O)NC2=NNC(=C2)[C@@H]2C[C@@H](CC2)N(C(O)=O)C21CC(C2)C1)=C=O.FC1(C(N1N1CC1)(C1=CC=CC=C1)F)F trifluorophenyl-biaziridine (1R,3S)-3-(3-(2-(3-Methyl-2-carbonyl-2,3-dihydrobenzo[d]oxazol-5-yl)acetamido)-1H-pyrazole-5-yl)cyclopentylbicyclo[1.1.1]pentan-1-ylcarbamate